(S)-1-(6-aminopyridin-3-yl)-3,3-dimethylpiperidin-4-ol NC1=CC=C(C=N1)N1CC([C@H](CC1)O)(C)C